3,3,4,4,5,5-hexafluoro-1,2-bis(1,1,1,3,3,3-hexafluoro-2-(trifluoromethyl)propane-2-yl)cyclopent-1-ene FC1(C(=C(C(C1(F)F)(F)F)C(C(F)(F)F)(C(F)(F)F)C(F)(F)F)C(C(F)(F)F)(C(F)(F)F)C(F)(F)F)F